ClC=1C=C2C3=C(N(C2=C(C1)C1=NN(C=C1)CCN1N=CC=C1)CC)C(=NC=C3)C 6-Chloro-9-ethyl-1-methyl-8-[1-(2-pyrazol-1-yl-ethyl)-1H-pyrazol-3-yl]-9H-pyrido[3,4-b]indole